4-methoxy-4-(3-phospholoxy)-phenyl-1,2-dioxetane COC1(CC=C(C=C1)C1OOC1)OC1=CPC=C1